methyl 2-formyl-5-methyl-1H-pyrrole-3-carboxylate C(=O)C=1NC(=CC1C(=O)OC)C